BrC1=CC(=C(C(=O)NC2=NC(=NC(=C2)C)NCCCCC2C3(CC3)CCN(C2)C(=O)OC(C)(C)C)C=C1)F Tert-butyl 4-(4-((4-(4-bromo-2-fluorobenzamido)-6-methylpyrimidin-2-yl)amino)butyl)-6-azaspiro[2.5]oct-ane-6-carboxylate